5-(benzyloxy)-4-(1,3-dioxolan-2-yl)pyridine-2-carboxylic acid C(C1=CC=CC=C1)OC=1C(=CC(=NC1)C(=O)O)C1OCCO1